COC1=C(COC(=O)[C@@H]2[C@@H](CCC2)C(=O)O)C=CC(=C1)OC (1R,2S)-2-(((2,4-dimethoxybenzyl)oxy)carbonyl)cyclopentane-1-carboxylic acid